(6-(4-(benzyloxy)phenyl)-7H-pyrrolo[2,3-d]pyrimidin-4-yl)-3,6-dihydropyridine-1(2H)-carboxylic acid tert-butyl ester C(C)(C)(C)OC(=O)N1C(CC=CC1)C=1C2=C(N=CN1)NC(=C2)C2=CC=C(C=C2)OCC2=CC=CC=C2